C(CC=C)OC=1C=2N(C=C(N1)C1=C(N=CC(=N1)C(C)=O)OC)C=CN2 1-(6-(8-(but-3-en-1-yloxy)imidazo[1,2-a]pyrazin-6-yl)-5-methoxypyrazin-2-yl)ethan-1-one